5-(2H-1,2,3-triazol-2-yl)pyrimidine N=1N(N=CC1)C=1C=NC=NC1